ClC=1C=C(C=CC1)N1C=C(C2=C1N=CN=C2N2[C@H](CN(CC2)C(=O)OC(C)(C)C)C)N(C=O)C=O tert-butyl (S)-4-(7-(3-chlorophenyl)-5-(N-formylformamido)-7H-pyrrolo[2,3-d]pyrimidin-4-yl)-3-methylpiperazine-1-carboxylate